C[Si](C(C)(C)C)(C(C)(C)C)Br methyl-ditertbutyl-silyl bromide